1-(5-methoxy-1H-indol-3-yl)-N,N-dimethylamine COC=1C=C2C(=CNC2=CC1)CNC